C1=CC(N2CC(NC3=NC=4C=CC=CC4C321)=O)=O pyrrolo[2',1':3,4]pyrazino[2,3-b]indole-3,6(7H)-dione